1-((2R,5S)-5-(hydroxymethyl)-5-methyl-2,5-dihydrofuran-2-yl)-5-methylpyrimidine-2,4(1H,3H)-dione OC[C@@]1(C=C[C@@H](O1)N1C(NC(C(=C1)C)=O)=O)C